C1(CC1)C=1C=C(C(N(C1)C)=O)NC1=NC2=C(N1C)C=C(C=C2)OC2=CC(=NC=C2)C(=O)NC 4-((2-((5-cyclopropyl-1-methyl-2-oxo-1,2-dihydropyridin-3-yl)amino)-1-methyl-1H-benzo[d]imidazol-6-yl)oxy)-N-methylpyridineamide